(2S,3S,4R,5R)-N-ethyl-5-(2-(5-fluoropyridin-3-yl)-6-(((6-methylpyridin-2-yl)methyl)amino)-9H-purin-9-yl)-3,4-dihydroxyltetrahydrofuran-2-formamide C(C)NC(=O)[C@H]1O[C@H]([C@@H]([C@@H]1O)O)N1C2=NC(=NC(=C2N=C1)NCC1=NC(=CC=C1)C)C=1C=NC=C(C1)F